FC1=C(C=CC(=C1)F)S(=O)(=O)NC=1C(=NC=C(C1)C=1C=C2C(=CN=NC2=CC1)N1CCNCC1)OC 2,4-Difluoro-N-(2-methoxy-5-(4-(piperazin-1-yl)cinnolin-6-yl)pyridin-3-yl)benzenesulfonamide